t-butyl (1-fluoro-4-hydroxylnaphthalen-2-yl)carbamate FC1=C(C=C(C2=CC=CC=C12)O)NC(OC(C)(C)C)=O